β-epoxycyclohexylethyltrimethoxysilane C12(C(CCCC1)O2)CC[Si](OC)(OC)OC